C(C)C(CSCC1=NC(=CC=C1)CSCC(CC)S)S 2,6-bis(2-ethyl-sulfanylethylsulfanylmethyl)pyridine